ethyl 1-benzyl-2,5-dihydro-1H-pyrrole-3-carboxylate C(C1=CC=CC=C1)N1CC(=CC1)C(=O)OCC